C1(=CC(=CC=C1)NS(=O)(=O)C1=CC=C(C=C1)C1=CC=CC=C1)C N-(m-tolyl)-[1,1'-biphenyl]-4-sulfonamide